C1(=CC(=CC=C1)C=1C(=O)NC(C1)=O)C=1C(=O)NC(C1)=O 1,3-phenylenebismaleimide